ClN1N=C(C(=C1)N)C chloro-3-methyl-1H-pyrazol-4-amine